C1(=CC=CC=C1)C1=C(C(=NN=N1)C1=C(C=CC=C1)C1=C(C2=C([Se]C3=C2C=CC=C3)C=C1)C1=CC=CC=C1)C1=NC=CC=C1C1=CC=CC=C1 {[phenyl-(Phenylpyridinyl)triazinyl]phenyl}phenyldibenzoselenophene